ethyl 5-amino-1H-indazole-1-carboxylate NC=1C=C2C=NN(C2=CC1)C(=O)OCC